1-methylpyrazol-4-ol CN1N=CC(=C1)O